Cl.Cl.Cl.Cl hydrochloric acid Tri-HCl